6-azido-2-(4-chloro-1-isopropyl-1H-pyrazol-5-yl)-4-(4-(1-ethyl-4-(trifluoromethyl)-1H-imidazol-2-yl)-3-fluorobenzyl)-4,5,6,7-tetrahydropyrazolo[1,5-a]pyrimidine N(=[N+]=[N-])C1CN(C=2N(C1)N=C(C2)C2=C(C=NN2C(C)C)Cl)CC2=CC(=C(C=C2)C=2N(C=C(N2)C(F)(F)F)CC)F